5-[(di-tert-butoxyphosphoryl)oxy]pentanoic acid C(C)(C)(C)OP(=O)(OC(C)(C)C)OCCCCC(=O)O